2-(4-bromophenoxy)-1,3,2-dithiaphosphinane 2-sulfide BrC1=CC=C(OP2(SCCCS2)=S)C=C1